(5-(N-(tert-butyl)sulfamoyl)-2-methylphenyl)boronic acid B(C1=C(C=CC(=C1)S(=O)(=O)NC(C)(C)C)C)(O)O